C1(CC1)C1=NN(C=2C=NNC(C21)=O)C 3-cyclopropyl-1-methyl-1,5-dihydro-4H-pyrazolo[3,4-d]pyridazin-4-one